(S)-5-chloro-6-(methyl-(pyrrolidin-3-yl)amino)-N-(thiazol-4-yl)pyridine-3-sulfonamide trifluoroacetate FC(C(=O)O)(F)F.ClC=1C=C(C=NC1N([C@@H]1CNCC1)C)S(=O)(=O)NC=1N=CSC1